FC([C@](CC=1N=C(SC1)C(=O)N)(C)O)(F)F (R-3,3,3-trifluoro-2-hydroxy-2-methylpropyl)thiazole-2-carboxamide